N-palmitoyl-4-hydroxysphinganine C(CCCCCCCCCCCCCCC)(=O)N[C@@H](CO)[C@H](O)C(CCCCCCCCCCCCCC)O